ClC1=C(C(C(=O)OC)O)C=CC=C1 (-)-methyl o-chloromandelate